N-(2-(1-((3-fluoroazetidin-3-yl)methyl)piperidin-4-yl)-6-isopropoxy-2H-indazol-5-yl)pyrazolo[1,5-a]pyrimidine-3-carboxamide FC1(CNC1)CN1CCC(CC1)N1N=C2C=C(C(=CC2=C1)NC(=O)C=1C=NN2C1N=CC=C2)OC(C)C